4-hydroxy-6-diphenylphosphino-1,5-naphthyridine OC1=CC=NC2=CC=C(N=C12)P(C1=CC=CC=C1)C1=CC=CC=C1